C1(CC1)[C@@H](CNC(=O)C1=NN(C(N1)=O)C)CC1=C(C=C(C=C1)F)F N-[(2S)-2-cyclopropyl-3-(2,4-difluorophenyl)propyl]-1-methyl-5-oxo-4H-1,2,4-triazole-3-carboxamide